C(CCCCCS(=O)(=O)C(C)CC(CCCC)=O)S(=O)(=O)C(C)CC(CCCC)=O (±)-2,2'-(hexane-1,6-diyldisulfonyl)bis(octan-4-one)